C(#N)C1CC2(C1)C[C@H](N(CC2)CC2=C1C=CNC1=C(C=C2C2CC2)C)C2=CC=C(C(=O)NC1(CCC1)C(=O)O)C=C2 1-(4-((2R,4s,6S)-2-cyano-7-((5-cyclopropyl-7-methyl-1H-indol-4-yl)methyl)-7-azaspiro[3.5]nonan-6-yl)benzamido)cyclobutane-1-carboxylic acid